CN1C(C=2CC(CN(C2C=C1)C1=CC=C(C=C1)C(F)(F)F)CNC(OC(C)(C)C)=O)=O tert-butyl ((6-methyl-5-oxo-1-(4-(trifluoromethyl)phenyl)-1,2,3,4,5,6-hexahydro-1,6-naphthyridin-3-yl)methyl)carbamate